6,7-dimethoxy-2-methyl-N-[1-(5,6,7,8-tetrahydronaphthalen-2-yl)ethyl]quinazolin-4-amine COC=1C=C2C(=NC(=NC2=CC1OC)C)NC(C)C1=CC=2CCCCC2C=C1